7-chloro-5-methoxy-1-(p-tolylsulfonyl)indole-2-carboxylic acid ClC=1C=C(C=C2C=C(N(C12)S(=O)(=O)C1=CC=C(C=C1)C)C(=O)O)OC